2-fluoro-1,3-dinitrobenzene FC1=C(C=CC=C1[N+](=O)[O-])[N+](=O)[O-]